4-methyl-(3-(piperidin-4-yloxy)propyl)carbamic acid tert-butyl ester C(C)(C)(C)OC(NCCCOC1(CCNCC1)C)=O